Cl.C(CCCCCC)[C@@H]1OC2=CC(=CC=C2[C@H](C1)NCC1=CC(=C(C=C1)F)Cl)OC trans-2-heptyl-4-(3-chloro-4-fluorobenzylamino)-7-methoxychroman hydrochloride